(R)-1-phenylethyl 2-cyanopropanoate C(#N)C(C(=O)O[C@H](C)C1=CC=CC=C1)C